2-amino-4-((2,5-dimethyl-4,5-dihydro-2H-pyrazolo[4,3-c]quinolin-6-yl)amino)-N-(methyl-d3)pyrimidine-5-carboxamide NC1=NC=C(C(=N1)NC1=CC=CC=2C=3C(CN(C12)C)=CN(N3)C)C(=O)NC([2H])([2H])[2H]